C[C@@H]1C[C@H]2[C@H]([C@@H]([C@]3([C@H]1CCC3=O)C)OC(=O)C)C(=C)C(=O)O2 The molecule is a sesquiterpene lactone that is decahydroazuleno[6,5-b]furan-2,5-dione substituted by methyl groups at positions 4a and 8, a methylidene group at position 3 and an acetyloxy group at position 4. It has been isolated from the aerial parts of Inula hupehensis. It has a role as a metabolite, an anti-inflammatory agent, a plant metabolite, an antineoplastic agent and a NF-kappaB inhibitor. It is a gamma-lactone, a cyclic ketone, an acetate ester, an organic heterotricyclic compound and a sesquiterpene lactone.